O=C1NCCC1C(=O)N OXOPYRROLIDINE-3-CARBOXAMIDE